(2R,3S,4R,5R)-2-((R)-(3,4-difluorophenyl)(hydroxy)methyl)-5-(4-hydrazineylidene-1,4-dihydro-7H-pyrrolo[2,3-d]pyrimidin-7-yl)tetrahydrofuran-3,4-diol FC=1C=C(C=CC1F)[C@H]([C@H]1O[C@H]([C@@H]([C@@H]1O)O)N1C=CC2=C1NC=NC2=NN)O